4-cyano-N-(1-(4-(6-(hydroxymethyl)-4-methoxypyridin-3-yl)phenyl)cyclobutyl)benzamide C(#N)C1=CC=C(C(=O)NC2(CCC2)C2=CC=C(C=C2)C=2C=NC(=CC2OC)CO)C=C1